FC(C=1C=C(C=CC1F)NC(N(C=1C=NC(=NC1)OC)CC1=NNC(=C1CCO)C(F)(F)F)=O)F (3-(Difluoromethyl)-4-fluorophenyl)-1-((4-(2-hydroxyethyl)-5-(trifluoromethyl)-1H-pyrazol-3-yl)methyl)-1-(2-methoxypyrimidin-5-yl)urea